COC1=C(C(=CC=C1)C)NC(=O)NC(C(C)C)C1=NC(=NO1)C=1C=NC=CC1 1-(2-methoxy-6-methyl-phenyl)-3-{2-methyl-1-[3-(pyridin-3-yl)-1,2,4-oxadiazol-5-yl]propyl}-urea